N-(5,6-dimethoxybenzothiazol-2-yl)-2-[4-(ethylsulfonyl)phenyl]-2-(2-methylphenoxy)acetamide COC=1C(=CC2=C(N=C(S2)NC(C(OC2=C(C=CC=C2)C)C2=CC=C(C=C2)S(=O)(=O)CC)=O)C1)OC